tris(2,4-di-tert-butylphenyl)phosphate C(C)(C)(C)C1=C(C=CC(=C1)C(C)(C)C)OP(=O)(OC1=C(C=C(C=C1)C(C)(C)C)C(C)(C)C)OC1=C(C=C(C=C1)C(C)(C)C)C(C)(C)C